CC=1C=C(C=C2C=CN=C(C12)N[C@H]1CN(CCC1)C(=O)OC(C)(C)C)C1=CN=C(S1)C tert-butyl (3R)-3-[[8-methyl-6-(2-methylthiazol-5-yl)-1-isoquinolyl]amino]piperidine-1-carboxylate